(4-(3,5-dicyano-1H-pyrazol-1-yl)benzyl)carbamic acid tert-butyl ester C(C)(C)(C)OC(NCC1=CC=C(C=C1)N1N=C(C=C1C#N)C#N)=O